Cl.C1(CC1)[C@H](C(F)(F)F)N (R)-1-cyclopropyl-2,2,2-trifluoroethaneamine hydrochloride